tert-butyl 3-((2-amino-5-(1H-pyrazol-5-yl) phenyl) carbamoyl)-3-fluoropiperidine-1-carboxylate NC1=C(C=C(C=C1)C1=CC=NN1)NC(=O)C1(CN(CCC1)C(=O)OC(C)(C)C)F